C1(CC1)NC1=C2C(=NC=N1)N(N=C2C#CC2=CC(=CC(=C2)OC)OC)[C@@H]2CN(CC2)C(C=C)=O (S)-1-(3-(4-(cyclopropylamino)-3-((3,5-dimethoxyphenyl)ethynyl)-1H-pyrazolo[3,4-d]pyrimidin-1-yl)pyrrolidin-1-yl)prop-2-en-1-one